C(C1=CC=CC=C1)(=O)O[C@H]1C(O[C@@H]([C@H]1OC(C1=CC=CC=C1)=O)COC(C1=CC=CC=C1)=O)Br 2,3,5-tri-O-benzoyl-D-ribofuranosyl bromide